(R)-2-((4-Chloropyrimidin-5-yl)oxy)-5-fluoro-N-isopropyl-N-(tetrahydrofuran-3-yl)benzamide ClC1=NC=NC=C1OC1=C(C(=O)N([C@H]2COCC2)C(C)C)C=C(C=C1)F